COC(=O)[C@@H]1C[C@H](CCC1)OC1=CC=C(C=C1)N1N=NC(=C1)CO |r| (+/-)-(1S,3S)-3-(4-(4-(hydroxymethyl)-1H-1,2,3-triazol-1-yl)phenoxy)cyclohexane-carboxylic acid methyl ester